C(C=C)(=O)N1[C@H](CN(CC1)C=1C2=C(N=C(N1)OC[C@H]1N(CCC1)[13CH3])CN(CC2)C2=CC=CC1=CC=CC(=C21)Cl)CC#N 2-((S)-1-acryloyl-4-(7-(8-chloronaphthalen-1-yl)-2-(((S)-1-(methyl-13C)pyrrolidin-2-yl)methoxy)-5,6,7,8-tetrahydropyrido[3,4-d]pyrimidin-4-yl)piperazin-2-yl)acetonitrile